C(#C)[C@@H]1[C@@H](O[C@@H]([C@H]1O)CO)N1C(NC(C=C1)=O)=O 1-(2-Deoxy-2-ethynyl-β-D-arabinofuranosyl)-2,4(1H,3H)-pyrimidinedione